7-(dimethylcarbamoyl)-2-methyl-8-(naphthalen-1-ylmethyl)-6-oxo-9-(3-(trifluoromethyl)phenyl)-3,4-dihydro-2H,6H-pyrido[1,2-e][1,2,5]thiadiazine-4-carboxylic acid 1,1-dioxide CN(C(=O)C1=C(C(=C2N(C(CN(S2(=O)=O)C)C(=O)O)C1=O)C1=CC(=CC=C1)C(F)(F)F)CC1=CC=CC2=CC=CC=C12)C